[3-(1H-Benzimidazol-2-yl)-4-chlorophenyl]-4-{[4-(4-fluorobenzyl)piperazin-1-yl]sulfonyl}-2-chlorobenzamide N1C(=NC2=C1C=CC=C2)C=2C=C(C=CC2Cl)C=2C(=C(C(=O)N)C=CC2S(=O)(=O)N2CCN(CC2)CC2=CC=C(C=C2)F)Cl